C(C)(C)(C)OC(=O)N1[C@H](CN(C[C@H]1C)C1=C(C=C(C(=C1)F)Br)[N+](=O)[O-])C (2S,6R)-4-(4-bromo-5-fluoro-2-nitrophenyl)-2,6-dimethylpiperazine-1-carboxylic acid tert-butyl ester